(S)-5-Benzyl-11-(methylsulfonyl)-6-oxo-1,3,4,5,6,11-hexahydrooxocino[3,4-b]indole-5-carbonitrile C(C1=CC=CC=C1)[C@@]1(C(C2=C(N(C3=CC=CC=C23)S(=O)(=O)C)COCC1)=O)C#N